ClC=1C(NC(=CC1)OC)=O 3-Chloro-6-methoxypyridin-2(1H)-one